N-(5-aminoquinoline-8-sulfonyl)-6-(dimethylamino)-1-benzofuran-2-carboxamide NC1=C2C=CC=NC2=C(C=C1)S(=O)(=O)NC(=O)C=1OC2=C(C1)C=CC(=C2)N(C)C